(S)-N-(1-(1-(5-((dimethyl(oxo)-λ6-sulfaneylidene)amino)pyridin-2-yl)-1H-1,2,4-triazol-5-yl)ethyl)-3-(trifluoromethoxy)benzamide CS(=O)(C)=NC=1C=CC(=NC1)N1N=CN=C1[C@H](C)NC(C1=CC(=CC=C1)OC(F)(F)F)=O